(R)-N-((S)-1-(5-bromo-2-fluorophenyl)ethyl)-2-methylpropane-2-sulfinamide BrC=1C=CC(=C(C1)[C@H](C)N[S@](=O)C(C)(C)C)F